[1-[[(1R,2R)-2-[[5-fluoro-2,2-dimethyl-8-(trifluoromethyl)chroman-4-yl]carbamoyl]cyclopropyl]methyl]-4,4-dimethyl-6-oxo-hexahydropyrimidin-2-ylidene]ammonium FC1=C2C(CC(OC2=C(C=C1)C(F)(F)F)(C)C)NC(=O)[C@H]1[C@@H](C1)CN1C(NC(CC1=O)(C)C)=[NH2+]